OC1=C(C(=CC=C1)O)C(C)=O 1-(2,6-dihydroxyphenyl)ethan-1-one